COC(=O)C(C1=CC=C(C=C1)C(=O)OC)=O 4-Methoxycarbonylbenzoylformic acid methyl ester